2-(2-chlorophenyl)-N-[1-(4-methoxyphenyl)-5-oxopyrrolidin-3-yl]acetamid ClC1=C(C=CC=C1)CC(=O)NC1CN(C(C1)=O)C1=CC=C(C=C1)OC